2-Bromomethyl-isoindole BrCN1C=C2C=CC=CC2=C1